(-)-6-(2-(3-methylphenyl)-6-[(dimethylamino)methyl]-4,5,6,7-tetrahydropyrazolo[1,5-a]pyrimidin-3-yl)-2-(2-methylphenyl)pyridazin-3(2H)-one CC=1C=C(C=CC1)C1=NN2C(NCC(C2)CN(C)C)=C1C=1C=CC(N(N1)C1=C(C=CC=C1)C)=O